C1(=CC=C(C=C1)N(C(C(=C)C)=O)S(=O)(=O)CC1=CC=CC=C1)C N-(p-tolyl)-N-toluenesulfonylmethacrylamide